COC(CC(F)(F)F)=O 3,3,3-trifluoropropionic acid methyl ester